amino((4-amino-4-carboxybutyl)amino)methylammonium tert-butyl-(3R)-3-(6-hydroxy-5-nitro-4-oxo-quinazolin-3-yl)-1-oxa-8-azaspiro[4.5]decane-8-carboxylate C(C)(C)(C)OC(=O)N1CCC2(C[C@H](CO2)N2C=NC3=CC=C(C(=C3C2=O)[N+](=O)[O-])O)CC1.N[NH2+]CNCCCC(C(=O)O)N